1-(2-((tert-Butyldimethylsilyl)oxy)ethyl)-3-(2-chloropyrimidin-4-yl)-1H-indole [Si](C)(C)(C(C)(C)C)OCCN1C=C(C2=CC=CC=C12)C1=NC(=NC=C1)Cl